COCCOC(C)(C)C1=CC=C(C=C1)C=1NC(C2=C(N1)CCSC2)=O 2-(4-(2-(2-methoxyethoxy)propan-2-yl)phenyl)-3,5,7,8-tetrahydro-4H-thiopyrano[4,3-d]pyrimidin-4-one